2-Cyclopentyl-4-(6-fluoro-2-(3-fluoro-5-(trifluoromethyl)phenyl)-2H-pyrazolo[4,3-b]pyridin-7-yl)benzoic acid C1(CCCC1)C1=C(C(=O)O)C=CC(=C1)C=1C=2C(N=CC1F)=CN(N2)C2=CC(=CC(=C2)C(F)(F)F)F